OC1=C2C=CN(C2=C(C=C1C)C)C(=O)OC(C)(C)C tert-butyl 4-hydroxy-5,7-dimethyl-1H-indole-1-carboxylate